ethyl 6-[3-(5-chloro-2-methoxypyridine-3-sulfonamido)-2,6-difluorophenyl]imidazo[1,5-a]pyrazine-1-carboxylate Ethyl-6-(3-amino-2,6-difluorophenyl)imidazo[1,5-a]pyrazine-1-carboxylate C(C)OC(=O)C=1N=CN2C1C=NC(=C2)C2=C(C(=CC=C2F)N)F.ClC=2C=C(C(=NC2)OC)S(=O)(=O)NC=2C(=C(C(=CC2)F)C=2N=CC=1N(C2)C=NC1C(=O)OCC)F